(Z)-1-chloro-4-(1-chloro-2,5-dimethylhex-2-en-3-yl)benzene ClC1=CC=C(C=C1)\C(=C(/CCl)\C)\CC(C)C